FC=1C=C(C=CC1)N(C(=O)C1=CC=2N(C=C1)N=CC2C=2C=CC(=NC2)NC(OC)=O)C methyl N-[5-[5-[(3-fluorophenyl)-methyl-carbamoyl]pyrazolo[1,5-a]pyridin-3-yl]-2-pyridyl]carbamate